NC1=C(C(=O)C2=C(C=CC=C2)N)C=CC=C1 2,2'-diaminobenzophenone